BrC(COB(OCC(CBr)Br)OCC(CBr)Br)CBr boric acid tris(2,3-dibromopropyl) ester